C(CCCCCC(=O)OCC(COC(CCC(CCCCCCCC)OC(NCCN1CCCC1)=O)=O)(COC(CCCCCC(OCC\C=C/CCCCC)=O)=O)COC(CCCCCC(=O)OCC\C=C/CCCCC)=O)(=O)OCC\C=C/CCCCC O7-[2,2-bis[[7-[(Z)-non-3-enoxy]-7-oxo-heptanoyl]oxymethyl]-3-[4-(2-pyrrolidin-1-ylethylcarbamoyloxy)dodecanoyloxy]propyl] O1-[(Z)-non-3-enyl] heptanedioate